OC1=C(C=C(C=C1)C1=CN=CC(=N1)C1=CC(=CS1)NC(CCCC)=O)OC N-{5-[6-(4-hydroxy-3-methoxyphenyl)pyrazin-2-yl]thiophen-3-yl}pentanamide